1-tert-butyl-3-(3-fluoro-4-nitrophenyl)-5-[(pyridin-2-yl)amino]-1H-pyrazole-4-carbonitrile C(C)(C)(C)N1N=C(C(=C1NC1=NC=CC=C1)C#N)C1=CC(=C(C=C1)[N+](=O)[O-])F